[Mg].OC=1[C@H](OC(C1O)=O)[C@H](CO)O vitamin C magnesium